3β-hydroxy-17-(1H-imidazole-1-yl)androsta-5,16-diene O[C@@H]1CC2=CC[C@H]3[C@@H]4CC=C([C@@]4(C)CC[C@@H]3[C@]2(CC1)C)N1C=NC=C1